F[C@@H]1[C@H](CNCC1)NC1=NC(=CC=C1)C1=CN=C2N1N=C(C(=C2)OC)C=2C=NN(C2)C N-((3S,4S)-4-fluoropiperidin-3-yl)-6-(7-methoxy-6-(1-methyl-1H-pyrazol-4-yl)imidazo[1,2-b]pyridazin-3-yl)pyridin-2-amine